3-(1H-pyrrol-1-yl)propionitrile N1(C=CC=C1)CCC#N